N-(4-bromobenzyl)piperazine-1-carboxamide BrC1=CC=C(CNC(=O)N2CCNCC2)C=C1